Tert-Butyl (R)-4-(((R)-tert-butylsulfinyl)amino)-3,3-dimethyl-1-oxa-8-azaspiro[4.5]decane-8-carboxylate C(C)(C)(C)[S@@](=O)N[C@@H]1C(COC12CCN(CC2)C(=O)OC(C)(C)C)(C)C